C(C1=CC=CC=C1)OC1=CC=C2C(=C(COC2=C1)Br)C1=CC(=C(C=C1)N1CCC(CC1)C(OC)OC)F 1-{4-[7-(benzyloxy)-3-bromo-2H-chromen-4-yl]-2-fluorophenyl}-4-(dimethoxymethyl)piperidine